chlorocresyl edetate C(N(CC(=O)OC1=C(C=C(C=C1)C)Cl)CC(=O)[O-])CN(CC(=O)[O-])CC(=O)[O-]